C(C)(C)(C)OC(=O)N1C(CCCC1)CCN(C)C(=O)OCC1=CC=CC=C1 (2-(((benzyloxy)carbonyl)(methyl)amino)ethyl)piperidine-1-carboxylic acid tert-butyl ester